8-chloro-3-(5-(difluoromethyl)-1,3,4-thiadiazol-2-yl)-N-(1-(difluoromethyl)cyclopropyl)-imidazo[1,2-a]pyridine-6-sulfonamide ClC=1C=2N(C=C(C1)S(=O)(=O)NC1(CC1)C(F)F)C(=CN2)C=2SC(=NN2)C(F)F